N(=[N+]=[N-])CC(CCC=1C(=C2C=NN(C2=CC1C)C1OCCCC1)Br)=O 1-Azido-4-(4-bromo-6-methyl-1-(tetrahydro-2H-pyran-2-yl)-1H-indazol-5-yl)butan-2-one